FC=1C=C(C=C2CC(CC12)CNCCC1=CN(C(O1)=O)C1=NC2=C(OCC(N2)=O)N=C1)OCC(=O)N 2-[[7-fluoro-2-[[2-[2-oxo-3-(3-oxo-4H-pyrazino[2,3-b][1,4]oxazin-6-yl)-1,3-oxazol-5-yl]ethylamino]methyl]-2,3-dihydro-1H-inden-5-yl]oxy]acetamide